N1CCCC2=C1C=NNC2=O 2,3,4,6-tetrahydropyrido[2,3-d]pyridazin-5(1H)-one